C(C)N([Si]1(O[SiH](O[SiH](O[Si](O1)(C)N(CC)CC)C)C)C)CC 2,4-bis(diethylamino)-2,4,6,8-tetramethylcyclotetrasiloxane